1-(tert-butyl) 2-methyl (2R,4R)-4-((tert-butyldimethylsilyl) oxy)-pyrrolidine-1,2-dicarboxylate [Si](C)(C)(C(C)(C)C)O[C@@H]1C[C@@H](N(C1)C(=O)OC(C)(C)C)C(=O)OC